BrCC(=O)NC1=C(C=CC=C1Cl)Cl 2-bromo-N-(2,6-dichlorophenyl)acetamide